FC1(CN(C1)CC(=O)NC=1N=C2N(N=C(C=C2)C=2C=C(C(=NC2)C)C(=O)N[C@H](C)C2=C(C=CC(=C2)OC(F)(F)F)F)C1)F 5-{2-[2-(3,3-difluoroazetidin-1-yl)acetamido]-imidazo[1,2-b]pyridazin-6-yl}-N-[(1R)-1-[2-fluoro-5-(trifluoromethoxy)-phenyl]ethyl]-2-methylpyridine-3-carboxamide